C(CCOC1=C(C=C2C(=N1)CN(C2)C(C(=O)O)CC=O)OC)OC2=C(C=C1C(=N2)CN(C1)C(C(=O)O)CC=O)OC 4'-((propane-1,3-diylbis(oxy))bis(3-methoxy-5,7-dihydro-6H-pyrrolo[3,4-b]pyridine-2,6-diyl))bis(4-oxobutanoic acid)